C(C)OC1=C(C=C2CCN([C@@H](C2=C1)CSC1=CNC2=CC=C(C=C12)OC)C=O)OC (S)-7-ethoxy-6-methoxy-1-(((5-methoxy-1H-indol-3-yl)thio)methyl)-3,4-dihydroisoquinoline-2(1H)-formaldehyde